1,N1-bis((heptyloxycarbonyl)pentyl)hexan-1,6-diamine C(CCCCCC)OC(=O)CCCCCC(CCCCCN)NCCCCCC(=O)OCCCCCCC